4-[4-(chloromethyl)phenoxy]piperidine-1-carboxylic acid tert-butyl ester C(C)(C)(C)OC(=O)N1CCC(CC1)OC1=CC=C(C=C1)CCl